(Z)-tert-butyl (4-(2-((1H-pyrrolo[2,3-b]pyridine-3-carbonyl)imino)thiazol-3(2H)-yl)butan-2-yl)carbamate N1C=C(C=2C1=NC=CC2)C(=O)\N=C\2/SC=CN2CCC(C)NC(OC(C)(C)C)=O